(S)-2-((2S,3S)-1-(tert-butoxycarbonyl)-N-methyl-2-((tosyloxy)methyl)pyrrolidine-3-carboxamido)-2-((R)-tetrahydrofuran-3-yl)acetic acid C(C)(C)(C)OC(=O)N1[C@@H]([C@H](CC1)C(=O)N(C)[C@H](C(=O)O)[C@@H]1COCC1)COS(=O)(=O)C1=CC=C(C)C=C1